6-(prop-2-en-1-yl)-7H-pyrrolo[3,4-b]pyridin-5-one C(C=C)N1CC2=NC=CC=C2C1=O